5a-(4-bromophenyl)-3-chloro-8a-hydroxy-6-phenyl-5a,6,7,8a-tetrahydro-8H-cyclopenta[4,5]furo[3,2-b]pyridin-8-one BrC1=CC=C(C=C1)C12C(C3=NC=C(C=C3O1)Cl)(C(CC2C2=CC=CC=C2)=O)O